ClC1=C(C=C2C=C(N=CC2=C1)NC(=O)[C@H]1[C@H](C1C1=NN(C=C1)C)CC)C1CCN(CC1)[C@@]1(COC[C@@H]1F)C (1S,2S)-N-(7-chloro-6-(1-((3R,4R)-4-fluoro-3-methyltetrahydrofuran-3-yl)piperidin-4-yl)isoquinolin-3-yl)-2-ethyl-3-(1-methyl-1H-pyrazol-3-yl)cyclopropane-1-carboxamide